((S)-1,6,6-trimethylpiperidin-3-yl)-4-azaspiro[2.5]octane-7-carboxamide CN1C[C@@H](CCC1(C)C)C1CC12NCCC(C2)C(=O)N